5'-dimethylamino-3-(3,6-di-tert-butyl-9H-carbazol-9-yl)-3'-methyl-5-(2,4,4-trimethylpentan-2-yl)biphenyl-2-ol CN(C=1C=C(C=C(C1)C=1C(=C(C=C(C1)C(C)(CC(C)(C)C)C)N1C2=CC=C(C=C2C=2C=C(C=CC12)C(C)(C)C)C(C)(C)C)O)C)C